3,4-difluoro-N-[(2-methylpropan-2-yl)oxy]Benzamide FC=1C=C(C(=O)NOC(C)(C)C)C=CC1F